Cl.N=1SC(=C2C1C=CC=C2)N2CCC(CC2)N 1-(benzo[c]isothiazol-3-yl)piperidin-4-amine hydrochloride salt